N-[(1R,3S)-3-{[6-chloro-2-(trifluoromethyl)imidazo[1,2-a]pyridin-5-yl]amino}cyclohexyl]-4-methoxybenzamide ClC=1C=CC=2N(C1N[C@@H]1C[C@@H](CCC1)NC(C1=CC=C(C=C1)OC)=O)C=C(N2)C(F)(F)F